8-(trifluoromethyl)-3,4-dihydropyrido[4',3':4,5]pyrrolo[1,2-a]pyrazin-1(2H)-one FC(C1=CC=2C=C3N(CCNC3=O)C2C=N1)(F)F